5-methyl-1-(4-((4'-(1-methylpyrrolidin-2-yl)-[1,1'-biphenyl]-4-yl)methyl)phenyl)-1H-pyrazole-3-carboxamide CC1=CC(=NN1C1=CC=C(C=C1)CC1=CC=C(C=C1)C1=CC=C(C=C1)C1N(CCC1)C)C(=O)N